(2-methyl-1H-pyrrolo[3,2-c]pyridin-3-yl)ethane-1-amine CC1=C(C=2C=NC=CC2N1)C(C)N